C(C)(C)(C)N\C=C/1\C(OC2=CC=CC=C2C1=O)N1C=C(C2=CC=CC=C12)C (Z)-3-((tertiary butyl-amino)methylene)-2-(3-methyl-1H-indol-1-yl)chroman-4-one